4-amino-3,6-dichloropicolinic acid methyl ester COC(C1=NC(=CC(=C1Cl)N)Cl)=O